C(=O)C1=C(OC[C@H]2N(CCCC2)C(=O)C2=C(C=CC=C2)CC(=O)N)C=CC=C1O 2-[2-[(2S)-2-(2-formyl-3-hydroxyphenoxymethyl)piperidine-1-carbonyl]phenyl]acetamide